BrC1=CC(=C2C=CN(C2=C1)C)F 6-bromo-4-fluoro-1-methyl-1H-indole